FC[C@H]1N(C[C@@H]([C@H]([C@@H]1O)O)O)CC1CCN(CC1)C1=CC=CC=C1 (2S,3R,4R,5S)-2-(fluoromethyl)-1-((1-phenylpiperidin-4-yl)methyl)piperidine-3,4,5-triol